(S)-2-(4-chlorophenyl)-1-(4-((5R,7R)-7-hydroxy-5-methyl-6,7-dihydro-5H-cyclopenta[d]pyrimidin-4-yl)piperazin-1-yl)-3-(methoxyamino)propan-1-one ClC1=CC=C(C=C1)[C@H](C(=O)N1CCN(CC1)C=1C2=C(N=CN1)[C@@H](C[C@H]2C)O)CNOC